BrC=1C=C2C(=CC(=NC2=CC1F)O)C(C(F)(F)F)C 6-Bromo-7-fluoro-4-(1,1,1-trifluoropropan-2-yl)quinolin-2-ol